6-Chloro-4-methyl-2-nitropyridin-3-ol ClC1=CC(=C(C(=N1)[N+](=O)[O-])O)C